OC1=NC(=NC2=CC3=C(C=C12)N(C(CO3)=O)C)C 4-hydroxy-2,6-dimethyl-6H-[1,4]oxazino[3,2-g]quinazolin-7(8H)-one